N[C@H]1CN(CCC1)C(=O)C=1C=C2C=3N(CCNC3C1)C(=N2)C=2N(C1=CC=C(C=C1C2)Br)CC2CC2 (R)-(3-aminopiperidin-1-yl)(2-(5-bromo-1-(cyclopropylmethyl)-1H-indol-2-yl)-5,6-dihydro-4H-imidazo[1,5,4-de]quinoxalin-8-yl)methanone